3-ethynyl-N-(3-(trifluoromethyl)phenyl)benzamide C(#C)C=1C=C(C(=O)NC2=CC(=CC=C2)C(F)(F)F)C=CC1